CN1N=CC2=CC(=CC=C12)C1=C(C=C2CNC(C2=C1)=O)OCC1=NN(C=C1)C 6-(1-methyl-1H-indazol-5-yl)-5-((1-methyl-1H-pyrazol-3-yl)methoxy)isoindolin-1-one